ClC1=NC=2N(C(=C1)C)N=C(C2)CC 5-chloro-2-ethyl-7-methylpyrazolo[1,5-a]pyrimidine